sodium 2-(tertiary butyl)-4-ethylphenol C(C)(C)(C)C1=C(C=CC(=C1)CC)O.[Na]